[2-({2-iodo-4-(3-oxa-8-azabicyclo[3.2.1]oct-8-yl)-1H-1,5,7-triazainden-1-yl}methoxy)ethyl]tris(methyl)silane IC=1N(C2=NC=NC(=C2C1)N1C2COCC1CC2)COCC[Si](C)(C)C